ClC=1N=CC(=NC1)N1CCC(CC1)CCCOC1=CC(=C(C(=C1)F)C1=NOC(=N1)C(C)C)F 3-(4-(3-(1-(5-chloropyrazin-2-yl)piperidin-4-yl)propoxy)-2,6-difluorophenyl)-5-isopropyl-1,2,4-oxadiazole